2-[(1R)-1-benzyloxy-1-(trifluoromethyl)pent-4-enyl]-5-[6-chloro-3-nitro-5-(trifluoromethyl)-2-pyridyl]-1,3,4-oxadiazole C(C1=CC=CC=C1)O[C@@](CCC=C)(C(F)(F)F)C=1OC(=NN1)C1=NC(=C(C=C1[N+](=O)[O-])C(F)(F)F)Cl